COC(=O)[C@@H]1C[C@H](CCC1)OC=1C(=NC(=CC1)C=1SC(=CC1CN1N=NC(=C1)CC1CC1)Cl)C (1S,3S)-3-((6-(5-Chloro-3-((4-(cyclopropylmethyl)-1H-1,2,3-triazol-1-yl)methyl)thiophen-2-yl)-2-methylpyridine-3-yl)oxy)cyclohexane-1-carboxylic acid methyl ester